FC=1C=C2C(C(=CN(C2=CC1N1[C@H](CCC1)COC1=CC=CC=C1)C1=C(C=C(C=C1)O)F)C(=O)O)=O (R)-6-fluoro-1-(2-fluoro-4-hydroxy-phenyl)-4-oxo-7-(2-(phenoxy-methyl)pyrrolidin-1-yl)-1,4-dihydro-quinoline-3-carboxylic acid